OC1=C(C#N)C=C(C=C1)C=1C=C2C\C(\C(C2=CC1)=O)=N/O 2-hydroxy-5-[(2E)-2-(hydroxyimino)-1-oxo-2,3-dihydro-1H-inden-5-yl]benzonitrile